(2S)-2-[[[(1R)-1-(benzyloxycarbonylamino)ethyl]-hydroxy-phosphoryl]methyl]-3-(4-phenylphenyl)propanoic acid C(C1=CC=CC=C1)OC(=O)N[C@@H](C)P(=O)(O)C[C@H](C(=O)O)CC1=CC=C(C=C1)C1=CC=CC=C1